FC(F)C12CC(C1)C2 (difluoromethyl)bicyclo[1.1.1]pentan